C(CCC(=O)O)(=O)O.OCC(O)CO Monoglycerin succinate